N(=[N+]=[N-])OC1=C2C3C(C(OC2=CC(=C1)CCCCC)(C)C)CC=C(C3)C 1-Azidooxy-6,6,9-trimethyl-3-pentyl-6a,7,10,10a-tetrahydrobenzo[c]chromene